C1(=C(C=CC=C1)N(C1=CC=2C(C3=CC=CC=C3C2C=C1)(C)C)C=1C=C(C=C(C1)C1=CC(=CC(=C1)C(C)(C)C)C1=CC(=CC(=C1)C(C)(C)C)C(C)(C)C)C(C)(C)C)C1=CC=CC=C1 N-(biphenyl-2-yl)-N-(3,3'',5',5''-tetra-t-butyl-1,1':3',1''-terphenyl-5-yl)-9,9-dimethyl-9H-fluoren-2-amine